(methylcyclopentadienyl)(1,5-dimethylindenyl)zirconium CC1(C=CC=C1)[Zr]C=1C(C2=CC=C(C=C2C1)C)C